tert-butyl (1-(2,5-dimethoxy-4-(4-oxobutyl)phenyl)propan-2-yl)carbamate COC1=C(C=C(C(=C1)CCCC=O)OC)CC(C)NC(OC(C)(C)C)=O